OC12CC3(CC(CC(C1)C3)C2)NCC(=O)N2[C@@H](CCC2)C#N 1-[[(3-Hydroxy-1-adamantyl)amino]acetyl]-2-cyano-(S)-pyrrolidine